(R)-1-(3,3-difluoro-4-((6-fluoro-5-(1-(2-fluoroethyl)-1H-benzo[d]imidazol-6-yl)-4-methoxypyrrolo[2,1-f][1,2,4]triazin-2-yl)amino)piperidin-1-yl)ethan-1-one-2,2,2-d3 FC1(CN(CC[C@H]1NC1=NN2C(C(=N1)OC)=C(C(=C2)F)C=2C=CC1=C(N(C=N1)CCF)C2)C(C([2H])([2H])[2H])=O)F